4-((pyrrolidin-1-ylsulfonyl)carbamoyl)benzoic acid N1(CCCC1)S(=O)(=O)NC(=O)C1=CC=C(C(=O)O)C=C1